C(C)N1N=CC(=C1)OC1=CC=C(C=N1)S(=O)(=O)N1[C@H]([C@@H]2CC[C@H](C1)N2C(=O)OCCOC)C(NO)=O 2-methoxyethyl (1S,2R,5R)-3-((6-((1-ethyl-1H-pyrazol-4-yl)-oxy)pyridin-3-yl)-sulfonyl)-2-(hydroxycarbamoyl)-3,8-diaza-bicyclo[3.2.1]octane-8-carboxylate